Ethyl-4-(4-(bis(4-fluorophenyl)methyl)piperazin-1-yl)-6-bromo-1-methyl-2-oxo-1,2-dihydro-1,5-naphthyridin-3-carboxylat C(C)OC(=O)C=1C(N(C2=CC=C(N=C2C1N1CCN(CC1)C(C1=CC=C(C=C1)F)C1=CC=C(C=C1)F)Br)C)=O